racemic-8,9-difluoro-1-(methylamino)-6-oxo-1,4,5,6-tetrahydrobenzo[c][1,7]naphthyridine-3(2H)-carboxylic acid tert-butyl ester C(C)(C)(C)OC(=O)N1C[C@@H](C=2C3=C(C(NC2C1)=O)C=C(C(=C3)F)F)NC |r|